5-(3,7-octadienyl)-2-norbornene C(CC=CCCC=C)C1C2C=CC(C1)C2